O=C1NCC2=CC=C(C=C2C1)S(=O)(=O)Cl 3-oxo-1,2,3,4-tetrahydroisoquinoline-6-sulfonyl chloride